NC1=NC(=CC(=N1)N1CCCC1)C(F)(F)F 2-amino-4-(1-pyrrolidinyl)-6-(trifluoromethyl)pyrimidine